(R,S)-tert-Butyl 4,4-dimethyl-1-oxa-6-azaspiro[2.5]octane-6-carboxylate CC1([C@@]2(CO2)CCN(C1)C(=O)OC(C)(C)C)C